5-(4-((3-cyclobutyl-2,4-dioxo-1,2,3,4-tetrahydropyrido[3,2-d]pyrimidin-7-yl)methyl)piperazin-1-yl)-N-methylpicolinamide C1(CCC1)N1C(NC2=C(C1=O)N=CC(=C2)CN2CCN(CC2)C=2C=CC(=NC2)C(=O)NC)=O